3-(isopropylamino)benzoic acid C(C)(C)NC=1C=C(C(=O)O)C=CC1